FC1=C(C(=CC=C1)OC)C1=C(C=CC(=N1)NC1=NC=C(C(=O)NC2CC(C2)O)C(=C1)N1C[C@H](CCC1)O)[N+](=O)[O-] 6-((6-(2-fluoro-6-methoxyphenyl)-5-nitropyridin-2-yl)amino)-N-(3-hydroxycyclobutyl)-4-((S)-3-hydroxypiperidin-1-yl)nicotinamide